NC(C(=O)NC1=CC=C(C=C1)N1CCOCC1)=CC1=CNC2=CC=CC=C12 (S)-2-amino-3-(1H-indol-3-yl)-N-(4-morpholinophenyl)acrylamide